C1(=CC=C(C=C1)N(C1=CC=CC=C1)C=1C2=CC=CC=C2C(=C2C=CC=CC12)N(C1=CC=CC=C1)C1=CC=C(C=C1)C)C 9,10-di[N-(p-tolyl)anilino]anthracene